2-(2-aminoethoxymethyl)-4-(2-chlorophenyl)-6-methyl-3,5-pyridinedicarboxylate NCCOCC1=NC(=C(C(=C1C(=O)[O-])C1=C(C=CC=C1)Cl)C(=O)[O-])C